FC(C(C(F)(F)F)(C=1C=C2C(C(=O)NC2=O)=CC1)C=1C=C2C(C(=O)NC2=O)=CC1)(F)F 4,4'-(hexafluoroisopropylidene)diphthalimide